FC(C(=O)O)(F)F.CC=1C(=NC(=NC1)NC1CCOCC1)N1C=NC(=C1)C(=O)N 1-(5-methyl-2-((tetrahydro-2H-pyran-4-yl)amino)pyrimidin-4-yl)-1H-imidazole-4-carboxamide 2,2,2-trifluoroacetate